N-benzyl-2-bromo-6-chlorobenzenesulfonamide C(C1=CC=CC=C1)NS(=O)(=O)C1=C(C=CC=C1Cl)Br